(3-(difluoromethyl)azetidin-1-yl)(6-(3-(6,7-dihydropyrazolo[1,5-a]pyrimidin-4(5H)-yl)-7,8-dihydro-1,6-naphthyridin-6(5H)-yl)-5-methylpyridazin-3-yl)methanone FC(C1CN(C1)C(=O)C=1N=NC(=C(C1)C)N1CC=2C=C(C=NC2CC1)N1C=2N(CCC1)N=CC2)F